C(C)(C)(C)C1=CC=C(C=C1)CCNC(CC1N(C(CC1)=O)CC1=C(C(=CC=C1)F)F)=O N-[2-(4-tert-butylphenyl)ethyl]-2-[1-[(2,3-difluorophenyl)methyl]-5-oxopyrrolidin-2-yl]acetamide